(S)-2-(4-(6-((4-cyanophenyl)oxy)-5-fluoropyridin-2-yl)-2-fluorobenzyl)-1-(oxetan-2-ylmethyl)-1H-thieno[2,3-d]imidazole-5-carboxylic acid C(#N)C1=CC=C(C=C1)OC1=C(C=CC(=N1)C1=CC(=C(CC=2N(C3=C(N2)SC(=C3)C(=O)O)C[C@H]3OCC3)C=C1)F)F